(3-amino-4,5,6,7-tetrahydro-pyrazolo[3,4-c]pyridin-1-yl)(6-fluoro-1,2,3,4-tetrahydro-quinolin-4-yl)methanone NC1=NN(C=2CNCCC21)C(=O)C2CCNC1=CC=C(C=C21)F